(R)-(4-chloro-2-(2,7-dimethylquinoxalin-5-yl)-7,8-dihydro-[1,4]dioxino[2',3':3,4]benzo[1,2-d]thiazol-7-yl)methyl (6-methylpyridin-3-yl)carbamate CC1=CC=C(C=N1)NC(OC[C@@H]1OC2=C(C3=C(N=C(S3)C3=C4N=CC(=NC4=CC(=C3)C)C)C(=C2)Cl)OC1)=O